6-hydroxy-4-methyl-2,3-dihydro-furo[2,3-b]pyridine-5-carbonitrile OC1=C(C(=C2C(=N1)OCC2)C)C#N